tert-butyl hexahydropyrrolo[3,4-c]pyrrole-2(1H)-carboxylate oxalate C(C(=O)O)(=O)O.C1N(CC2C1CNC2)C(=O)OC(C)(C)C